S1C=CC=2C=NC=CC21 thieno[3,2-c]pyridin